5-(4'-phenyl-1,1'-biphenyl-3-yl)-8-(dibenzothiophene-4-yl)-5H,8H-indolo[2,3-c]carbazole C1(=CC=CC=C1)C1=CC=C(C=C1)C1=CC(=CC=C1)N1C2=CC=CC=C2C2=C1C=CC=1N(C=3C=CC=CC3C21)C2=CC=CC1=C2SC2=C1C=CC=C2